Natrium gold(I) sulfit S(=O)([O-])[O-].[Au+].[Na+]